2-(3-aminopropyl)-3-ethylcarbodiimide hydrochloride Cl.NCCCCCN=C=N